COC1=CC=C(CNC2=C(C=CC=C2C=C)[N+](=O)[O-])C=C1 N-(4-methoxybenzyl)-2-nitro-6-vinylaniline